FC1=C(C=C2CN(C(C2=C1)=O)C1C(NC(CC1)=O)=O)N1CCC(CC1)CN1CCNCC1 3-[6-fluoro-1-oxo-5-[4-(piperazin-1-ylmethyl)-1-piperidinyl]isoindol-2-yl]piperidine-2,6-dione